2-Chloro-5-(4-chlorophenyl)-3-(1-methyl-1H-pyrazol-4-yl)pyrazine ClC1=NC=C(N=C1C=1C=NN(C1)C)C1=CC=C(C=C1)Cl